C(=C)C1=CC=C(C=C1)C=1SC(=CN1)C=O 2-(4-vinylphenyl)thiazole-5-carbaldehyde